N-[2-(5-chloro-1,3-benzoxazol-2-yl)-2-azaspiro[3.3]heptan-6-yl]-2-ethylsulfonyl-pyridine-4-carboxamide ClC=1C=CC2=C(N=C(O2)N2CC3(C2)CC(C3)NC(=O)C3=CC(=NC=C3)S(=O)(=O)CC)C1